COC1=C(CN2CCCCC2)C(=CC(=C1)OCC=1C(=C(C=CC1)C1=CC=CC=C1)C)OC 1-(2,6-dimethoxy-4-((2-methyl-[1,1'-biphenyl]-3-yl)methoxy)benzyl)piperidine